2-[4-[8-[4-[4-[(3R,4R)-3-hydroxypiperidine-4-carbonyl]piperazine-1-carbonyl]-3-methylanilino]imidazo[1,2-a]pyrazin-3-yl]-3-(trifluoromethyl)pyrazol-1-yl]acetonitrile O[C@H]1CNCC[C@H]1C(=O)N1CCN(CC1)C(=O)C1=C(C=C(NC=2C=3N(C=CN2)C(=CN3)C=3C(=NN(C3)CC#N)C(F)(F)F)C=C1)C